S1C(=NC=C1)CO (1,3-thiazol-2-yl)methanol